C(C)(=O)C1=NC=CN=C1 acetylpyrazine